4-iodo-1-tetrahydropyran-2-yl-imidazole IC=1N=CN(C1)C1OCCCC1